ClC=1C=C(C=CC1Cl)CC(=O)NNC(=O)OC(C)(C)C tert-Butyl 2-(2-(3,4-dichlorophenyl)acetyl)hydrazinecarboxylate